2-((methylsulfanyl)methyl)-4-nitrobenzonitrile CSCC1=C(C#N)C=CC(=C1)[N+](=O)[O-]